tert-butyl 3-(2-(7-chloro-2-oxo-1,6-naphthyridin-1(2H)-yl)ethyl)azetidine-1-carboxylate ClC1=NC=C2C=CC(N(C2=C1)CCC1CN(C1)C(=O)OC(C)(C)C)=O